C(C)C(C(=O)[O-])CCCC.C(C)C(C(=O)[O-])CCCC.C(C)C(C(=O)[O-])CCCC.[Bi+3] Bismuth(III) tris(2-ethylhexanoat)